N1=NC=C(C=C1)C=1SC=C(N1)C(=O)N (pyridazin-4-yl)thiazole-4-carboxamide